Cl.FC=1C(=NC=C(C1)F)CNC 1-(3,5-difluoropyridin-2-yl)-N-methylmethanamine hydrochloride